C(C)C1(CS(C2=C(N(C1)C1=CC=CC=C1)C=C(C(=C2)O)I)(=O)=O)CC 3,3-diethyl-8-hydroxy-7-iodo-5-phenyl-2,3,4,5-tetrahydro-1,5-benzothiazepine 1,1-dioxide